C(C)(=O)C1=CC(=CC=2C(C3=CC(=CC=C3C12)Cl)(CCCC)CCCC)Cl 4-acetyl-2,7-dichloro-9,9-dibutyl-fluorene